C(C)(C)(C)OC1=NC=C(C(=N1)OC(C)(C)C)C=1C=C(C=2N(N1)C=CN2)N2C[C@H](C(C2)(F)F)O (R)-1-(6-(2,4-di-tert-butoxypyrimidin-5-yl)imidazo[1,2-b]pyridazin-8-yl)-4,4-difluoropyrrolidin-3-ol